tert-butyl [3-({2-[(3R)-3-methylmorpholin-4-yl]-8-(1H-pyrazol-5-yl)-1,7-naphthyridin-4-yl}oxy)propyl]carbamate C[C@H]1N(CCOC1)C1=NC2=C(N=CC=C2C(=C1)OCCCNC(OC(C)(C)C)=O)C1=CC=NN1